C(C)OC(=O)C=1C=NN(C1N)CC1=CC=CC=C1 1-benzyl-5-amino-1H-pyrazole-4-carboxylic acid ethyl ester